7-chloro-3-(2-chloro-4-methylthiophen-3-yl)-1-(5-methoxypyridin-2-yl)-3,4-dihydropyrimido[4,5-d]pyrimidin-2(1H)-one ClC1=NC=C2C(=N1)N(C(N(C2)C2=C(SC=C2C)Cl)=O)C2=NC=C(C=C2)OC